tert-butyl (S)-(4-amino-2-hydroxy-4-oxobutyl)carbamate NC(C[C@@H](CNC(OC(C)(C)C)=O)O)=O